7-nitro-5-phenyl-3-propoxy-1,3-dihydro-2H-benzo[e][1,4]diazepin-2-one [N+](=O)([O-])C1=CC2=C(NC(C(N=C2C2=CC=CC=C2)OCCC)=O)C=C1